4-bromo-7-fluoro-2,3-dihydro-1H-indene BrC1=C2CCCC2=C(C=C1)F